dicyclohexyl-[3,6-dimethoxy-2-(2,4,6-triisopropylphenyl)phenyl]phosphane (1s,4s)-1-amino-4-ethoxycyclohexanoate NC1(CCC(CC1)OCC)C(=O)O.C1(CCCCC1)P(C1=C(C(=CC=C1OC)OC)C1=C(C=C(C=C1C(C)C)C(C)C)C(C)C)C1CCCCC1